C(C=C)(=O)NCCCOC=1C=C(C=CC1)NC=1C(=NC(=C(N1)NC1CCOCC1)CC)C(=O)N 3-((3-(3-Acrylamidopropoxy)phenyl)amino)-6-ethyl-5-((tetrahydro-2H-pyran-4-yl)amino)pyrazine-2-carboxamide